N-(5-cyclopentylpyrimidin-2-yl)-5-nitro-2-{[1,2,4]triazolo[4,3-a]pyridin-3-ylsulfanyl}benzamide C1(CCCC1)C=1C=NC(=NC1)NC(C1=C(C=CC(=C1)[N+](=O)[O-])SC1=NN=C2N1C=CC=C2)=O